(Pyridin-3-yl)-hydrazine N1=CC(=CC=C1)NN